3,9-dihydroxy-8-((3-methoxypyrrolidin-1-yl)methyl)benzo[5,6]oxazepin OC1=NOC2=C(C=C1)C=CC(=C2O)CN2CC(CC2)OC